1-(3,6-dichloropyrazin-2-yl)piperidine-4-carbonitrile ClC=1C(=NC(=CN1)Cl)N1CCC(CC1)C#N